6-chloro-2-(2,6-dioxopiperidin-3-yl)-3-oxoisoindoline-4-carbonitrile ClC=1C=C(C=2C(N(CC2C1)C1C(NC(CC1)=O)=O)=O)C#N